(R)-(6-(pyridin-2-yl)pyrazolo[1,5-a]pyridin-3-yl)(4-(4-(trifluoromethyl)pyrazolo[1,5-a]pyridin-2-yl)-6,7-dihydro-1H-imidazo[4,5-c]pyridin-5(4H)-yl)methanone N1=C(C=CC=C1)C=1C=CC=2N(C1)N=CC2C(=O)N2[C@H](C1=C(CC2)NC=N1)C1=NN2C(C(=CC=C2)C(F)(F)F)=C1